C1(CC1)C=1C=C2C(=NC1)N(C=N2)[C@@H]2C[C@@H](CCC2)NC2=NC=C(C(=N2)C=2C=NN(C2)CC(F)F)C(F)(F)F N-((1R,3S)-3-(6-cyclopropyl-3H-imidazo[4,5-b]pyridin-3-yl)cyclohexyl)-4-(1-(2,2-difluoroethyl)-1H-pyrazol-4-yl)-5-(trifluoromethyl)pyrimidin-2-amine